FC1=CC(=C2C=CNC2=C1)N1C(C2=CC(=C(C=C2C(=C1)C(=O)O)OC([2H])([2H])[2H])OC([2H])([2H])[2H])=O 2-(6-fluoro-1H-indol-4-yl)-6,7-bis(methoxy-d3)-1-oxo-1,2-dihydroisoquinoline-4-carboxylic acid